CC=1NC=CC(C1CSC=1NC(C2=C(N1)CCC2)=O)=O 2-methyl-3-[({4-oxo-3H,5H,6H,7H-cyclopenta[d]pyrimidin-2-yl}sulfanyl)methyl]-1H-pyridin-4-one